succinimidyl 4-formylbenzoate C(=O)C1=CC=C(C(=O)ON2C(CCC2=O)=O)C=C1